The molecule is an aminotoluene that is para-toluidine with an additional amino group at position 2. It has a role as a metabolite. It derives from a p-toluidine. CC1=C(C=C(C=C1)N)N